C1(=CC(=CC=C1)P(C=1C=C(C=CC1)C)C=1C=C(C=CC1)C)C tri-m-tolylphosphine